N-(2-{9-amino-4-methyl-1-oxa-7-azaspiro[4.4]nonan-7-yl}-4-fluoro-5,6,7,8-tetrahydroquinolin-6-yl)-5-chloro-7-ethyl-7H-pyrrolo[2,3-c]pyridazine-3-carboxamide NC1CN(CC12C(CCO2)C)C2=NC=1CCC(CC1C(=C2)F)NC(=O)C2=CC1=C(N=N2)N(C=C1Cl)CC